C(C)(C)(C)OC(=O)NC/C(/COC=1C=C2CCN(C(C2=CC1)=O)CC(=O)OC)=C/F Methyl 2-[6-[(Z)-2-[(tert-butyloxycarbonylamino)methyl]-3-fluoro-allyloxy]-1-oxo-3,4-dihydroisoquinolin-2-yl]acetate